C12N(CC(CC1)C2)CC(=O)NC=2C=C(C(=NC2)C)NC(=O)C=2C=NN1C2C=NC(=C1)C1=CC(=NC=C1)C N-(5-(2-(2-azabicyclo[2.2.1]heptan-2-yl)acetamido)-2-methylpyridin-3-yl)-6-(2-methylpyridin-4-yl)pyrazolo[1,5-a]pyrazine-3-carboxamide